COC1=CC=C(C=C1)C=1C=NN(C1)C(=O)C=1N=C(C2=C(N1)OC(=C2)C)NC2(CC2)C [4-(4-methoxyphenyl)-1H-pyrazole-1-carbonyl]-6-methyl-N-(1-methylcyclopropyl)furo[2,3-d]pyrimidin-4-amine